ClC1=CC(=C(CN2N=C3C(=CC=CC3=C2)C2CCN(CC2)CC2=NC=3C(=NC(=CC3)C(=O)O)N2C[C@H]2OCC2)C=C1)F (S)-2-((4-(2-(4-chloro-2-fluorobenzyl)-2H-indazol-7-yl)piperidin-1-yl)methyl)-3-(oxetan-2-ylmethyl)-3H-imidazo[4,5-b]pyridine-5-carboxylic Acid